6-(2-cyclopropyl-6-fluoro-4-(7-methoxy-2-(methyl-d3)-2H-indazol-4-yl)benzyl)-6,7-dihydro-5H-pyrrolo[3,4-b]pyridin-5-one-7,7-d2 C1(CC1)C1=C(CN2C(C3=NC=CC=C3C2=O)([2H])[2H])C(=CC(=C1)C=1C2=CN(N=C2C(=CC1)OC)C([2H])([2H])[2H])F